(S)-8,8-dimethyl-2-oxo-7,8-dihydro-2H,6H-pyrano[3,2-g]chromen-7-yl (E)-3-(3,4-dimethoxyphenyl)acrylate COC=1C=C(C=CC1OC)/C=C/C(=O)O[C@H]1CC=2C=C3C=CC(OC3=CC2OC1(C)C)=O